6-(3-fluoropyridin-4-yl)-1,2,4-triazine-3-amine FC=1C=NC=CC1C1=CN=C(N=N1)N